NCC1=CC(=C(C(=C1)C)NC(=O)C1=CC2=C(OCCC3=C2SC=C3)C=C1C=1C(=NC(=CC1)C(NC1=CC(=CC(=C1)OC)OC)=O)C(=O)OC)C methyl 3-(9-((4-(aminomethyl)-2,6-dimethylphenyl)carbamoyl)-4,5-dihydrobenzo[b]thieno[2,3-d]oxepin-8-yl)-6-((3,5-dimethoxyphenyl)carbamoyl)picolinate